4-{(S)-2-[(S)-2-(methoxycarbonylamino)-3-phenylpropionylamino]-2-[4-(thiophen-2-yl)thiazol-2-yl]ethyl}phenylaminosulfonic acid COC(=O)N[C@H](C(=O)N[C@@H](CC1=CC=C(C=C1)NS(=O)(=O)O)C=1SC=C(N1)C=1SC=CC1)CC1=CC=CC=C1